BrC=1C(=C(C=C(C1C)F)F)I 3-bromo-1,5-difluoro-2-iodo-4-methyl-benzene